C(CC)[SiH2]O[Si](C)(C)C propyl-trimethylsiloxysilane